2'-O-[2,2-dimethyl-(R/S)-1-(2-nitrophenyl)propoxy]methyl-5'-O-p-toluenesulfonyl-guanosine CC([C@@H](OCO[C@H]1[C@@H](O[C@@H]([C@H]1O)COS(=O)(=O)C1=CC=C(C)C=C1)N1C=NC=2C(=O)NC(N)=NC12)C1=C(C=CC=C1)[N+](=O)[O-])(C)C |&1:2|